((5-bromo-2-chloropyridin-4-yl)aminomethylthio)benzamide BrC=1C(=CC(=NC1)Cl)NCSC1=C(C(=O)N)C=CC=C1